FC(C(=O)O)(F)F.NCC1(CC1)C1=C(C=C(C=C1)NC1=NC=2N(C(=C1)NC1CC1)N=CC2C#N)CS(=O)(=O)C 5-((4-(1-(aminomethyl)cyclopropyl)-3-((methylsulfonyl)methyl)phenyl)amino)-7-(cyclopropylamino)pyrazolo[1,5-a]pyrimidine-3-carbonitrile monotrifluoroacetic acid salt